2-(2-(methylsulfonyl)pyrimidin-5-yl)oxazole-4-carboxylic acid CS(=O)(=O)C1=NC=C(C=N1)C=1OC=C(N1)C(=O)O